S(=O)(=O)(OC1=CC=C2C(=CC(OC2=C1)=O)C)[O-] 4-methyl-2H-chromen-2-one-7-yl sulfate